COC(=O)C=1C(N(C(=C(C1C1=CC(=C(C=C1)Cl)Cl)Br)C)C1=C(C=C(C=C1)Cl)F)=O 5-bromo-1-(4-chloro-2-fluoro-phenyl)-4-(3,4-dichlorophenyl)-6-methyl-2-oxo-pyridine-3-carboxylic acid methyl ester